N-((1r,4r)-4-(Methylcarbamoyl)cyclohexyl)-5,6-dihydrobenzo[f]imidazo[1,5-d][1,4]oxazepine-10-carboxamide CNC(=O)C1CCC(CC1)NC(=O)C=1C=CC2=C(C=3N(CCO2)C=NC3)C1